N'-(5-fluoro-2-hydroxybenzylidene)-2-((3-fluorophenyl)amino)butanoyl-hydrazine FC=1C=CC(=C(C=NNC(C(CC)NC2=CC(=CC=C2)F)=O)C1)O